[I-].COC(CCC[P+](C1=CC=CC=C1)(C1=CC=CC=C1)C1=CC=CC=C1)OC 4,4-dimethoxybutyltriphenylphosphonium iodide